7-bromo-2,6-dichloro-5,8-difluoroquinazolin-4-ol BrC1=C(C(=C2C(=NC(=NC2=C1F)Cl)O)F)Cl